N=1CS(C=2C1C=CN2)=O thiazoloazole S-oxide